N-{[4-(1-methyl-1H-imidazol-5-yl)-2,5-dioxoimidazolidin-4-yl]methyl}-4'-(trifluoromethyl)[biphenyl]-2-carboxamide CN1C=NC=C1C1(NC(NC1=O)=O)CNC(=O)C=1C(=CC=CC1)C1=CC=C(C=C1)C(F)(F)F